6-((3-tert-butyl-7-(5-methylisoxazol-3-yl)pyrazolo[1,5-d][1,2,4]triazin-2-yl-oxy)methyl)-N-(2,2,2-trifluoroethyl)nicotinamide C(C)(C)(C)C=1C(=NN2C(=NN=CC21)C2=NOC(=C2)C)OCC2=NC=C(C(=O)NCC(F)(F)F)C=C2